C(C)OP(=O)(OCC)CCN1C(N(C2=C1C=C(C=C2)C2CCN(CC2)C(=O)OC(C)(C)C)C2C(N(C(CC2)=O)CC2=CC=C(C=C2)OC)=O)=O Tert-butyl 4-[3-(2-diethoxyphosphorylethyl)-1-[1-[(4-methoxyphenyl)methyl]-2,6-dioxo-3-piperidyl]-2-oxo-benzimidazol-5-yl]piperidine-1-carboxylate